7-bromo-N-(2,4-dimethoxybenzyl)-6-methylpyrrolo[1,2-a]pyrazin-1-amine BrC=1C=C2N(C=CN=C2NCC2=C(C=C(C=C2)OC)OC)C1C